(R)-7-(5-chloro-2-(isopropylamino)pyridin-4-yl)-2-(5-fluoro-2-(hydroxymethyl)benzyl)-3-(methoxymethyl)-3,4-dihydropyrrolo[1,2-a]pyrazin-1(2H)-one ClC=1C(=CC(=NC1)NC(C)C)C=1C=C2N(C[C@@H](N(C2=O)CC2=C(C=CC(=C2)F)CO)COC)C1